N1=CC=C(C2=CC=CC=C12)COC1=CC=C(C=C1)C=O (4-(quinolin-4-ylmethoxy)phenyl)methanone